N-(2-(2-aminoethoxy)ethyl)-4-((3-(2-fluoro-4-methoxyphenyl)imidazo[1,2-a]pyrazin-8-yl)amino)-2-methylbenzamide hydrochloride Cl.NCCOCCNC(C1=C(C=C(C=C1)NC=1C=2N(C=CN1)C(=CN2)C2=C(C=C(C=C2)OC)F)C)=O